Methyl (2S,4R,5S)-5-(but-3-en-1-yl)-1-((S)-2-((tert-butoxycarbonyl)amino)pent-4-enoyl)-4-((tert-butyldimethylsilyl)oxy)pyrrolidine-2-carboxylate C(CC=C)[C@H]1[C@@H](C[C@H](N1C([C@H](CC=C)NC(=O)OC(C)(C)C)=O)C(=O)OC)O[Si](C)(C)C(C)(C)C